Ethyl 7-(trifluoromethyl)-3,4-dihydro-2H-pyrano[2,3-b]pyridine-2-carboxylate FC(C1=CC=C2C(=N1)OC(CC2)C(=O)OCC)(F)F